CC=1C=CC=C2NC=C(C[C@H](N)C(=O)O)C12 4-methyltryptophan